CS(=O)(=O)N1N=CC(=C1)C#N 1-(methylsulfonyl)-1H-pyrazole-4-carbonitrile